trans-N-(4-(2-aminocyclopropyl)phenyl)-1-naphthamide N[C@H]1[C@@H](C1)C1=CC=C(C=C1)NC(=O)C1=CC=CC2=CC=CC=C12